5-fluoro-3-((2-methoxy-4,6-dimethylpyridin-3-yl)methyl)-6-(1,1,2,2-tetrafluoroethyl)pyrimidin-4(3H)-one FC=1C(N(C=NC1C(C(F)F)(F)F)CC=1C(=NC(=CC1C)C)OC)=O